2-methyl-N-[2-(2-oxo-1,3-oxazolidin-3-yl)ethyl]-5-{[2-(trifluoromethyl)pyridin-3-yl]methoxy}-2H-indazole-3-carboxamide CN1N=C2C=CC(=CC2=C1C(=O)NCCN1C(OCC1)=O)OCC=1C(=NC=CC1)C(F)(F)F